FC(C(C(C(S(=O)(=O)[O-])(F)F)(F)F)(F)F)(F)F.C1(=CC=CC=C1)[S+](C1=CC=CC=C1)C1=CC=CC=C1 triphenylsulfonium nonafluoro-normal butanesulfonate